CC(C)N1CCCCC1 1-(propan-2-yl)piperidine